(R)-5-(4-(4-chloropyrazolo[1,5-a]pyridin-2-yl)-1,4,6,7-tetrahydro-5H-imidazo[4,5-c]pyridin-5-yl)-N-cyclopropylpyrazine-2-carboxamide ClC=1C=2N(C=CC1)N=C(C2)[C@@H]2N(CCC1=C2N=CN1)C=1N=CC(=NC1)C(=O)NC1CC1